C(#N)[C@H](C[C@H]1C(NCC1)=O)NC([C@@H](NC(=O)C1=CN=C(S1)C(F)(F)F)CC(C)C)=O N-{(1S)-1-cyano-2-[(3S)-2-oxopyrrolidin-3-yl]ethyl}-N2-{[2-(trifluoromethyl)-1,3-thiazol-5-yl]carbonyl}-L-leucinamide